(+)-Glucose C([C@@H]1[C@H]([C@@H]([C@H](C(O1)O)O)O)O)O